methyl-4-phenylbenzophenone ortho-benzoyl-benzoate C(C1=CC=CC=C1)(=O)C1=C(C(=O)O)C=CC=C1.CC1=C(C(=O)C2=CC=CC=C2)C=CC(=C1)C1=CC=CC=C1